N-(piperidin-3-yl)-1,3-thiazole N1CC(CCC1)N1CSC=C1